N,N'-dinaphthyl-N,N'-diphenyl-benzidine 2-thiophenecarboxylate S1C(=CC=C1)C(=O)O.C1(=CC=CC2=CC=CC=C12)N(C1=CC=C(C=C1)C1=CC=C(N(C2=CC=CC=C2)C2=CC=CC3=CC=CC=C23)C=C1)C1=CC=CC=C1